ClC1([C@H]([C@@H]1C(OC(C)C)OC(C)C)C1=CC(=CC(=C1)C(F)(F)F)C(F)(F)F)Cl |r| trans-rac-1-(2,2-dichloro-3-(diisopropoxymethyl)cyclopropyl)-3,5-bis(trifluoromethyl)benzene